O[C@H]1CN(C[C@@H]1O)C1=C(C=C2C(C(=CN(C2=N1)C1=C(C=C(C=C1F)F)F)C(=O)O)=O)F 7-[(3S,4S)-3,4-dihydroxypyrrolidin-1-yl]-6-fluoro-4-oxo-1-(2,4,6-trifluorophenyl)-1,4-dihydro-1,8-naphthyridine-3-carboxylic acid